fluoro(methyl)-choline FC(OC)C[N+](C)(C)C